N-(2-(3-(phenylselanyl)naphthalen-2-yl)ethyl)picolinamide C1(=CC=CC=C1)[Se]C=1C(=CC2=CC=CC=C2C1)CCNC(C1=NC=CC=C1)=O